2-bromo-4-chloro-1-(1,1-difluoroethoxy)benzene BrC1=C(C=CC(=C1)Cl)OC(C)(F)F